C(C)OC(C1C(CC(CC1)(C)C)=O)OCC 2-(diethoxymethyl)-5,5-dimethylcyclohexan-1-one